NC1=CC=C(C=C1)C1=CC=C(C=C1)C(=O)NN(C(=O)OC(C)(C)C)CCC Tert-Butyl 2-(4'-amino-[1,1'-biphenyl]-4-carbonyl)-1-propylhydrazine-1-carboxylate